(S)-7-bromo-4-(cyclopropylethynyl)-4-(trifluoromethyl)-3,4-dihydroquinazolin-2(1H)-one BrC1=CC=C2[C@](NC(NC2=C1)=O)(C(F)(F)F)C#CC1CC1